N-[4-(4-chlorophenoxy)-3-sulfamoylphenyl]-2-[2,6-dichloro-4-(trifluoromethyl)phenyl]acetamide tert-butyl-(9-((3-((tertbutoxycarbonyl)amino)butyl)amino)nonan-2-yl)carbamate C(C)(C)(C)N(C(O)=O)C(C)CCCCCCCNCCC(C)NC(=O)OC(C)(C)C.ClC1=CC=C(OC2=C(C=C(C=C2)NC(CC2=C(C=C(C=C2Cl)C(F)(F)F)Cl)=O)S(N)(=O)=O)C=C1